C1(CC1)NC(C1=CC(=C(C=C1)C)C=1C=NN(C1)C1=CN=C2N1C=C(C=C2)[C@@H](C)O)=O N-cyclopropyl-3-(1-{6-[(1R)-1-hydroxyethyl]imidazo[1,2-a]pyridin-3-yl}-1H-pyrazol-4-yl)-4-methylbenzamide